5-bromo-2-(1-(tert-butoxycarbonyl)piperidin-4-yl)-6-isopropyl-4H-pyrrolo[2,3-d]Thiazole-4-carboxylic acid tert-butyl ester C(C)(C)(C)OC(=O)N1C(=C(C2=C1N=C(S2)C2CCN(CC2)C(=O)OC(C)(C)C)C(C)C)Br